C(CCCCCCCCCCC)SCCC(OCC(CC(C(=O)[O-])CSCCCCCCCCCCCC)(CC(C(=O)[O-])CSCCCCCCCCCCCC)COC(CCSCCCCCCCCCCCC)=O)=O 2,2-bis[[3-dodecylthio-1-oxopropoxy] methyl]-1,3-propylenebis[3-dodecylthio-propionate]